(S)-8-(5-bromo-2-methoxypyridin-4-yl)-4-((1-(4-chloro-1-oxo-2-phenyl-1,2-dihydroisoquinolin-3-yl)ethyl)amino)pyrido[2,3-d]pyrimidin-5(8H)-one BrC=1C(=CC(=NC1)OC)N1C=CC(C2=C1N=CN=C2N[C@@H](C)C=2N(C(C1=CC=CC=C1C2Cl)=O)C2=CC=CC=C2)=O